5-((5-(2-fluoro-6-(((1R,3R)-3-(methylamino)cyclopentyl)oxy)phenyl)-1H-pyrazol-3-yl)amino)pyrazine-2-carbonitrile FC1=C(C(=CC=C1)O[C@H]1C[C@@H](CC1)NC)C1=CC(=NN1)NC=1N=CC(=NC1)C#N